((2-chloro-5-methylpyridin-4-yl)methyl)-6-methylbenzo[d]oxazol-2(3H)-one ClC1=NC=C(C(=C1)CN1C(OC2=C1C=CC(=C2)C)=O)C